OC1=C(C=CC=C1O)C1=C(C=CC=C1)O 2,2'-dihydroxyl-hydroxyl-biphenyl